BrC1=NC(=NC=C1C(F)(F)F)C1=C(C=C2C(N(C=NC2=C1)C[C@H]1C[C@H](CCC1)NC=1C=NNC(C1C(F)(F)F)=O)=O)F 7-(4-bromo-5-(trifluoromethyl)pyrimidin-2-yl)-6-fluoro-3-(((1R,3S)-3-((6-oxo-5-(trifluoromethyl)-1,6-dihydropyridazin-4-yl)amino)cyclohexyl)methyl)quinazolin-4(3H)-one